FC1(CN(C1)C1=NC=2C=CC=C(C2N=C1)N)F 2-(3,3-difluoroazetidin-1-yl)quinoxaline-5-amine